(6S)-5-{[(9H-fluoren-9-yl)methoxy]carbonyl}-1,1-difluoro-5-azaspiro[2.4]heptane-6-carboxylic acid C1=CC=CC=2C3=CC=CC=C3C(C12)COC(=O)N1CC2(CC2(F)F)C[C@H]1C(=O)O